6-[4-[acetyl-(ethyl)amino]-3-chloro-phenyl]-N-(3-pyridylmethyl)pyridine-3-carboxamide C(C)(=O)N(C1=C(C=C(C=C1)C1=CC=C(C=N1)C(=O)NCC=1C=NC=CC1)Cl)CC